N-((R)-7-Benzyloxy-2,3-dihydro-benzo[1,4]dioxin-2-ylmethyl)-2-piperidin-4-yl-acetamide C(C1=CC=CC=C1)OC=1C=CC2=C(O[C@@H](CO2)CNC(CC2CCNCC2)=O)C1